BrC=1C(=CC(=C(C1)NC(CC1CCOCC1)=O)C(C1=CC=C(C=C1)F)=O)C N-[5-bromo-2-(4-fluorobenzoyl)-4-methyl-phenyl]-2-tetrahydropyran-4-yl-acetamide